2-isopropyl-1,2-dihydro-3H-pyrazolo[3,4-d]pyrimidin-3-one C(C)(C)N1NC2=NC=NC=C2C1=O